C(C=C)(=O)N1CC2(C1)CN(CC2)C2=NC(=NC(=C2C#N)C=2C(=CC=C1C=NN(C21)C)C)N2CCC(CC2)N2C[C@H](N(CC2)C)C 4-(2-acryloyl-2,6-diazaspiro[3.4]octan-6-yl)-6-(1,6-dimethyl-1H-indazol-7-yl)-2-(4-((R)-3,4-dimethylpiperazin-1-yl)piperidin-1-yl)pyrimidine-5-carbonitrile